N1(CCC1)CC1(CC1)NC(C(C)(F)C1=C(C=C(C=C1)F)F)=O N-(1-(azetidin-1-ylmethyl)cyclopropyl)-2-(2,4-difluorophenyl)-2-fluoropropanamide